C(C)OC(=O)C=1N=C(SC1)N1CCCCC1 (piperidin-1-yl)-1,3-thiazole-4-carboxylic acid ethyl ester